O1C(=CC=C1)CC1=NN2C(N=C(C3=CC=CC=C23)N)=C1 (furan-2-ylmethyl)pyrazolo[1,5-a]quinazolin-5-amine